4-(benzyloxy)-2-(4-fluorophenylvinyl)-6-hydroxybenzoate C(C1=CC=CC=C1)OC1=CC(=C(C(=O)[O-])C(=C1)O)C=CC1=CC=C(C=C1)F